[Na+].FC1(CC(C1)C(=O)[O-])F 3,3-difluorocyclobutane-1-carboxylic acid sodium salt